OC1=C(C(=CC(=C1)OCOC)OCOC)C(\C=C\C1=CC(=C(C=C1)OC)OCOC)=O (E)-1-(2-hydroxy-4,6-bis(methoxymethoxy)phenyl)-3-(4-methoxy-3-(methoxymethoxy)phenyl)prop-2-en-1-one